N1N=NC(=C1)CNC(=O)[C@H]1N2C3=C(C=CC=C3C1)CC[C@@H](C2=O)NC([C@H]([C@H](CC)C)NC(C2=CC(=CC=C2)OC)=O)=O (2S,5S)-5-[(2S,3S)-2-(3-Methoxy-benzoylamino)-3-methyl-pentanoylamino]-4-oxo-1,2,4,5,6,7-hexahydro-azepino[3,2,1-hi]indole-2-carboxylic acid (1H-[1,2,3]triazol-4-ylmethyl)-amide